2-(3-bromo-1H-pyrazol-1-yl)-2-methylpropionic acid BrC1=NN(C=C1)C(C(=O)O)(C)C